9-(4-(5-(1-acetylpiperidin-4-yl)-1-methyl-1H-imidazol-2-yl)benzyl)-2-(2-isopropylphenyl)-7,9-dihydro-8H-purin-8-one C(C)(=O)N1CCC(CC1)C1=CN=C(N1C)C1=CC=C(CN2C3=NC(=NC=C3NC2=O)C2=C(C=CC=C2)C(C)C)C=C1